tungsten-vanadium-dioxide [O-2].[O-2].[V+5].[W+4]